1,3-bis(4-hydroxybutyl)imidazolium OCCCCN1C=[N+](C=C1)CCCCO